O=C[C@@H](O)[C@@H](O)[C@H](O)[C@H](O)C(=O)O.C[SiH2]O.C(C)(=O)CN1C(=O)N(C)C=2N=CNC2C1=O acetyltheophylline methylsilanol-mannuronate